6-((S)-5-methyl-3,4,5,6-tetrahydropyridin-2-yl)-2-((R)-1-methylpyrrolidin-3-yl)-2H-indazole C[C@H]1CCC(=NC1)C=1C=CC2=CN(N=C2C1)[C@H]1CN(CC1)C